C[SiH](C1=CC=C(C2=CC=CC=C12)[SiH](C)C)C 1,4-bis(dimethylsilyl)naphthalene